(Z)-2-(2-nitrobenzylidene)-3-oxobutanoic acid ethyl ester C(C)OC(\C(\C(C)=O)=C/C1=C(C=CC=C1)[N+](=O)[O-])=O